[Si](C)(C)(C(C)(C)C)OCC1=CC=C(COC2CCN(CC2)C)C=C1 4-((4-(((tert-butyldimethylsilyl)oxy)methyl)benzyl)oxy)-1-methylpiperidine